F[C@@H]1CN(CC1)C1=NC=CC(=C1NC(C1=CN=C(C=C1)C(C)C)=O)C1=CC=CC=C1 (S)-N-(2-(3-fluoropyrrolidin-1-yl)-4-phenyl-pyridin-3-yl)-6-isoprop-ylnicotinamide